CC1(OB(OC1(C)C)C=1C=CC2=C(N(C=N2)CC(F)(F)F)C1)C 6-(4,4,5,5-tetramethyl-1,3,2-dioxaborolan-2-yl)-1-(2,2,2-trifluoroethyl)-1H-benzo[d]imidazole